NC1=C2C(=NC=N1)N(N=C2C2=CC=C(C=C2)OC2=CC=CC=C2)C2CCN(CC2)CC=2C(=C(C=NC2)N2C(NC(CC2)=O)=O)F 1-(5-((4-(4-amino-3-(4-phenoxyphenyl)-1H-pyrazolo[3,4-d]pyrimidin-1-yl)piperidin-1-yl)methyl)-4-fluoropyridin-3-yl)dihydropyrimidine-2,4(1H,3H)-dione